benzyl (R)-3-(((S)-2-hydroxy-3-(3-sulfamoylphenoxy)propyl)amino)-1-oxa-8-azaspiro[4.5]decane-8-carboxylate O[C@@H](CN[C@H]1COC2(C1)CCN(CC2)C(=O)OCC2=CC=CC=C2)COC2=CC(=CC=C2)S(N)(=O)=O